C(C1=CC=CC=C1)OC(=O)N1CCC(CC1)N(C=1C=C(C=CC1)N1[C@H]2CN(C[C@@H]1CC2)C(=O)OC(C)(C)C)C tert-butyl (1R,5S)-8-[3-[(1-benzyloxycarbonyl-4-piperidyl)-methyl-amino]phenyl]-3,8-diazabicyclo[3.2.1]octane-3-carboxylate